5-amino-8-(2,6-dimethyl-4-pyridinyl)-7-phenyl-2-(2-pyrrolidin-1-ylethyl)-[1,2,4]triazolo[4,3-c]pyrimidin-3-one NC1=NC(=C(C=2N1C(N(N2)CCN2CCCC2)=O)C2=CC(=NC(=C2)C)C)C2=CC=CC=C2